C1(=C(C=CC=C1)C1=CC2=C(N=C(O2)S)C=C1)C 6-(o-tolyl)benzo[d]oxazole-2-thiol